1-[[3-chloro-5-(4-chlorophenoxy)phenyl]methyl]piperazine methyl-8-chloro-2,6-dihydro-3H-indeno[1,2-e][1,3,4]oxadiazepine-5a(5H)-carboxylate COC(=O)C12C(=NNCOC1)C1=CC=C(C=C1C2)Cl.ClC=2C=C(C=C(C2)OC2=CC=C(C=C2)Cl)CN2CCNCC2